C1(=C(C=CC=C1)C1=C2C(=CC(=C1)O2)C2=C(C=CC=C2)C)C 2,6-ditoluyl-1,4-phenylene ether